4-(5-chloro-8-hydroxy-7-nitroquinolin-4-yl)piperazine ClC1=C2C(=CC=NC2=C(C(=C1)[N+](=O)[O-])O)N1CCNCC1